(S)-2-(((3,3-dibutyl-5-(4-fluorophenyl)-7-methylsulfanyl-1,1-dioxo-2,3,4,5-tetrahydrobenzo[b][1,4]thiazepin-8-yl)methyl)amino)propanoic acid C(CCC)C1(CN(C2=C(S(C1)(=O)=O)C=C(C(=C2)SC)CN[C@H](C(=O)O)C)C2=CC=C(C=C2)F)CCCC